NC1=C(N=CC(=N1)N1CCC2(CC1)CC1=C(N=C(S1)OC)[C@H]2N)SC2=C(C(=NC=C2)N)Cl (S)-1'-(6-amino-5-((2-amino-3-chloropyridin-4-yl)thio)pyrazin-2-yl)-2-methoxy-4,6-dihydrospiro[cyclopenta[d]thiazole-5,4'-piperidin]-4-amine